N-(4-((2-(2-fluorophenyl)pyridin-4-yl)amino)-7-(3-(4-(2-methoxyethyl)piperazin-1-yl)propoxy)quinazolin-6-yl)acrylamide FC1=C(C=CC=C1)C1=NC=CC(=C1)NC1=NC=NC2=CC(=C(C=C12)NC(C=C)=O)OCCCN1CCN(CC1)CCOC